(S)-2-cyanopyrrolidin C(#N)[C@H]1NCCC1